C(=O)(OCC1C2=CC=CC=C2C2=CC=CC=C12)C1OCCC(C1)(C(=O)O)N Fmoc-4-Aminotetrahydropyran-4-carboxylic acid